C[C@H](CCC(=O)[O-])[C@H]1CC[C@@H]2[C@@]1(CC[C@H]3[C@H]2[C@H]([C@H]([C@H]4[C@@]3(CC[C@H](C4)O)C)O)O)C The molecule is a bile acid anion resulting from deprotonation of the carboxy group of beta-muricholic acid (i.e. the conjugate base of beta-muricholic acid). It is the major species at pH 7.3. It is a conjugate base of a beta-muricholic acid.